(4-((8-fluoro-2-methyl-3-oxo-3,4-dihydroquinoxalin-6-yl)methyl)piperazin-1-yl)-N-(2-methoxyethyl)-6-methylpyridinecarboxamide FC=1C=C(C=C2NC(C(=NC12)C)=O)CN1CCN(CC1)C=1C(=NC(=CC1)C)C(=O)NCCOC